FC=1C=C(C=CC1)CCNC(C(C=1C=NC=CC1)N(C(=O)[C@@H]1N(C[C@@H](C1)OC)C(=O)OCC1=CC=CC=C1)C1=CC=C(C=C1)S(F)(F)(F)(F)F)=O benzyl (2R,4R)-2-[[2-[2-(3-fluorophenyl)ethylamino]-2-oxo-1-(3-pyridyl)ethyl]-[4-(pentafluoro-λ6-sulfanyl)phenyl]carbamoyl]-4-methoxy-pyrrolidine-1-carboxylate